NC1=CC=C(C=C1)NC(CCl)=O N-(4-aminophenyl)-2-chloroacetamide